3-iodo-1,9-dimethyl-4,5-dihydro-1H-imidazo[1,5-a][1,3]diazepin-2(3H)-one IC1C(N(C=2N(CC1)C=NC2C)C)=O